6-(phenylsulfonyl)-3,6-dihydroimidazo[4,5-d]pyrrolo[2,3-b]pyridin-2(1H)-one C1(=CC=CC=C1)S(=O)(=O)N1C=CC=2C1=NC=C1C2NC(N1)=O